1-heneicosanoyl-2-(13Z,16Z-docosadienoyl)-glycero-3-phosphoserine CCCCCCCCCCCCCCCCCCCCC(=O)OC[C@H](COP(=O)(O)OC[C@@H](C(=O)O)N)OC(=O)CCCCCCCCCCC/C=C\C/C=C\CCCCC